tert-butyl 3-(3-chloro-4-(4-(cyclobutanecarbonyl)piperazine-1-carbonyl)phenylamino)azetidine-1-carboxylate ClC=1C=C(C=CC1C(=O)N1CCN(CC1)C(=O)C1CCC1)NC1CN(C1)C(=O)OC(C)(C)C